COCCOC=1C=C(C=CC1)CC(=O)NC1=CC=C(N=N1)CCCCN1N=NC(=C1)C(=O)NC 1-[4-(6-{2-[3-(2-methoxyethoxy)phenyl]acetamido}pyridazin-3-yl)butyl]-N-methyl-1H-1,2,3-triazole-4-carboxamide